BrC=1C=CC(=C(C1)S(=O)(=O)NC=1C=C2C(=NC1)CNC2=O)OC 5-bromo-2-methoxy-N-(5-oxo-6,7-dihydro-5H-pyrrolo[3,4-b]pyridin-3-yl)benzenesulfonamide